2-((((3-(diethylamino)propoxy)carbonyl)oxy)methyl)-9-oxo-9-(tridecan-7-yloxy)nonyl (9Z,12Z)-octadeca-9,12-dienoate C(CCCCCCC\C=C/C\C=C/CCCCC)(=O)OCC(CCCCCCC(OC(CCCCCC)CCCCCC)=O)COC(=O)OCCCN(CC)CC